tert-Butyl 5-(8-(1-hydroxyethyl)-3,6-dimethyl-4-oxo-3,4-dihydroquinazolin-2-yl)-2,5-diazabicyclo[2.2.1]heptane-2-carboxylate OC(C)C=1C=C(C=C2C(N(C(=NC12)N1C2CN(C(C1)C2)C(=O)OC(C)(C)C)C)=O)C